O1C(CCC1)OCC=1OC=CC1 2-(((tetrahydrofuran-2-yl)oxy)methyl)furan